(1R,2S)-2-[3-({4-[(6-chloro-2-pyrazinyl)oxy]-2,6-dimethylbenzoyl}amino)-4-(trifluoromethyl)phenyl]Cyclopropanecarboxylic acid ClC1=CN=CC(=N1)OC1=CC(=C(C(=O)NC=2C=C(C=CC2C(F)(F)F)[C@@H]2[C@@H](C2)C(=O)O)C(=C1)C)C